CC1=C(C(CC=C1)(C)C)C 2,6,6-Trimethylcyclohexa-1,3-Dienyl-Methan